Cl.C(C1=CC=CC=C1)(=N)N benzamidine-HCl